1,3-bis(hydroxy-methyl)-5,5-dimethyl-2,4-imidazolidinedione OCN1C(N(C(C1(C)C)=O)CO)=O